1,5-dihydroxyl-3-methoxy-7-methylanthraquinone OC1=CC(=CC=2C(C3=C(C=C(C=C3C(C12)=O)C)O)=O)OC